COC(C(C)(C)NC1CCC(CC1)CCCOC1CC(N(C(C1)C)C(=O)OC(C)(C)C)C)=O tert-butyl 4-(3-((1r,4R)-4-((1-methoxy-2-methyl-1-oxopropan-2-yl)amino)cyclohexyl)propoxy)-2,6-dimethylpiperidine-1-carboxylate